S1C(=NC=C1)C1=CC(=CC=2N=C(OC21)N2CC1CCCC(C2)N1C(=O)OC(C)(C)C)C(C(F)(F)F)(C)O tert-Butyl 3-(7-(thiazol-2-yl)-5-(1,1,1-trifluoro-2-hydroxypropan-2-yl)benzo[d]oxazol-2-yl)-3,9-diazabicyclo[3.3.1]nonane-9-carboxylate